3-{[3-(cyclopropylcarbamoyl)-8-{[(4-methoxyphenyl)methyl](methyl)amino}imidazo[1,2-b]pyridazin-6-yl]amino}-2-oxo-[1,2'-bipyridine]-5'-carboxylic acid C1(CC1)NC(=O)C1=CN=C2N1N=C(C=C2N(C)CC2=CC=C(C=C2)OC)NC=2C(N(C=CC2)C2=NC=C(C=C2)C(=O)O)=O